OC=1C=CC2=C(C=CC3=C2OC=2C4=C(C=CC2C32OC(C=C2)=O)C=C(C=C4)O)C1 3,11-dihydroxy-5'H-spiro[dibenzo[c,h]xanthene-7,2'-furan]-5'-one